(2,4-diphenylphenyl)amine C1(=CC=CC=C1)C1=C(C=CC(=C1)C1=CC=CC=C1)N